ClC=1C(=NC=NC1Cl)N 5,6-dichloro-4-pyrimidinamine